C(CCC)OC(CCCCCCCCC(=O)OCCCC)=O DibutylSebacate